O.[Cl-].C(CCCCCCCCCCCCCCC)[N+]1=CC=CC=C1 1-cetyl-pyridinium Chloride monohydrate